O=CC(C=CCCCCCCCCCCCCCC)=O 1,2-Dioxooctadecene